1-(pyridin-3-yl)-7-(trifluoromethyl)-1,3-dihydroquinazoline-2,4-dione N1=CC(=CC=C1)N1C(NC(C2=CC=C(C=C12)C(F)(F)F)=O)=O